2,3,6-Trifluorobenzenesulfonamide FC1=C(C(=CC=C1F)F)S(=O)(=O)N